hexahydropentalene-2,5-dione C1C(CC2CC(CC12)=O)=O